N-((5aR,5bS,7aS,10aS,10bR)-5a,7a-dimethyl-8-oxo-5,5a,5b,6,7,7a,8,9,10,10a,10b,11,12,12a-tetradecahydro-4H-cyclopenta[7,8]phenanthro[2,1-d]thiazol-2-yl)acetamide C[C@@]12CCC=3N=C(SC3C2CC[C@H]2[C@H]3[C@](CC[C@H]12)(C(CC3)=O)C)NC(C)=O